[N+](=O)([O-])C1=CC=C(C=C1)SC=C(C1=CC=CC=C1)C1=CC=CC=C1 (2,2-diphenylvinyl) (4-nitrophenyl) sulfide